decancarboxylic acid C(CCCCCCCCC)C(=O)O